(1S,3S,5R)-5-((2-aminoethoxy)methyl)-2-azabicyclo-[3.1.0]Hexane-2,3-dicarboxylic acid 2-(tert-butyl) ester 3-methyl ester COC(=O)[C@H]1N([C@H]2C[C@]2(C1)COCCN)C(=O)OC(C)(C)C